creatine carbonate hydrate O.C(O)(O)=O.O=C(O)CN(C)C(N)=N